ClC=1C=CC(=C(C1)C1=NN(C=C1NC(=O)C=1C=NN2C1N=CC=C2)CC(=O)N2CC(C2)O)OC N-(3-(5-chloro-2-methoxyphenyl)-1-(2-(3-hydroxyazetidin-1-yl)-2-oxoethyl)-1H-pyrazol-4-yl)pyrazolo[1,5-a]pyrimidine-3-carboxamide